COC=1C=C2CCCNC2=CC1 6-methoxy-1,2,3,4-tetrahydroquinoline